BrC1=CC=C(C=C1)C1CN(CC1)C(C)C 3-(4-bromophenyl)-1-isopropyl-pyrrolidine